bromine Phenethylamine C(CC1=CC=CC=C1)N.[Br]